C1(CC1)C1=C(N=NN1)[C@H]1CNC[C@@H]1OC cyclopropyl-4-[(3R,4R)-4-methoxypyrrolidin-3-yl]triazole